1-[2-(difluoromethoxy)propyl]-3-[[2-(difluoromethoxy)pyridin-4-yl]methyl]urea FC(OC(CNC(=O)NCC1=CC(=NC=C1)OC(F)F)C)F